(3S)-4-[[1-[[1-[2-(2,6-dioxo-3-piperidinyl)-1,3-dioxo-isoindolin-5-yl]-4-piperidinyl]methyl]-4-fluoro-4-piperidinyl]methyl]-3-methyl-piperazine-1-carboxylic acid benzyl ester C(C1=CC=CC=C1)OC(=O)N1C[C@@H](N(CC1)CC1(CCN(CC1)CC1CCN(CC1)C=1C=C2C(N(C(C2=CC1)=O)C1C(NC(CC1)=O)=O)=O)F)C